NC1(COCC1)C1=C(C=C(C=C1)C(C(=O)OCC)C)F (±)-Ethyl 2-(4-(3-aminotetrahydrofuran-3-yl)-3-fluorophenyl)propanoate